3-(3-Phenylimidazo[1,2-a]pyridin-6-yl)aniline C1(=CC=CC=C1)C1=CN=C2N1C=C(C=C2)C=2C=C(N)C=CC2